5-((5-(2-fluoro-6-((4-methoxybenzyl)oxy)phenyl)-1H-pyrazol-3-yl)amino)pyrazine-2-carbonitrile FC1=C(C(=CC=C1)OCC1=CC=C(C=C1)OC)C1=CC(=NN1)NC=1N=CC(=NC1)C#N